C(C1=CC=CC=C1)OC1=C(C=CC=C1)O 2-(benzyloxy)phenol